C(C)(C)(C)OC(=O)N[C@@H]1CC12CCN(CC2)C(=O)OCC2=CC=CC=C2 benzyl (R)-1-((tert-butoxycarbonyl) amino)-6-azaspiro[2.5]octane-6-carboxylate